[Cr+3].N1=C(C=CC=C1)C(=O)[O-].N1=C(C=CC=C1)C(=O)[O-].N1=C(C=CC=C1)C(=O)[O-] Pyridinecarboxylic acid chromium salt